ClC=1C=CC(=C(C1)C#CC=1C=CC=NC1)NS(=O)(=O)C=1C(=CC=C2C=CC=NC12)C 5-{2-[5-Chloro-2-(7-methylchinolin-8-sulfonamido)phenyl]ethynyl}pyridin